S(=O)(=O)([O-])[O-].[K+].OCC(CO)(CO)CO.[K+] pentaerythritol potassium sulfate